tert-butyl (3S,4S)-3-fluoro-4-{[7-(2-methylpropyl)imidazo[4,3-f][1,2,4]triazin-2-yl]amino}piperidine-1-carboxylate F[C@H]1CN(CC[C@@H]1NC1=NN2C(C=N1)=CN=C2CC(C)C)C(=O)OC(C)(C)C